CC1=NC(=CC=C1O[C@@H]1C[C@H](CCC1)C(=O)O)C=1N=NN(C1CNC1=NC=CC(=N1)OC1=NC=CC=C1)C (1S,3S)-3-((2-methyl-6-(1-methyl-5-(((4-(pyridin-2-yloxy)pyrimidin-2-yl)amino)methyl)-1H-1,2,3-triazol-4-yl)pyridin-3-yl)oxy)cyclohexane-1-carboxylic acid